C(C)NC(=O)C=1NC2=CC=C(C(=C2C1)F)F N-ethyl-4,5-difluoro-1H-indole-2-carboxamide